C(C)(C)(C)OC(=O)N1CC2=CC=C3C(=C2CC1)N(C(=C3)C3=NC1=C(N3C)C(=CC(=C1)C(=O)OC(C)(C)C)F)CC1CC1 tert-butyl 2-(7-(tert-butoxycarbonyl)-1-(cyclopropylmethyl)-6,7,8,9-tetrahydro-1H-pyrrolo[2,3-f]isoquinolin-2-yl)-7-fluoro-1-methyl-1H-benzo[d]imidazole-5-carboxylate